[Si](C)(C)(C(C)(C)C)ON1[C@@H]2CC[C@H](N(C1=O)C2)C(NS(=O)(=O)C(F)(F)F)=N (2S,5R)-6-((tert-butyldimethylsilyl)oxy)-7-oxo-N-((trifluoromethyl)sulfonyl)-1,6-diazabicyclo[3.2.1]octane-2-carboximidamide